CC1=C(N=NC(=C1SC)C1=CC=CC=C1)C1=CC=CC=C1 4-methyl-5-(methylthio)-3,6-diphenylpyridazine